(1-(pyridin-2-yl)cyclopropyl)methanone tetrahydropyrazolo[1,5-a]pyrazine-3-carboxylate N1CC(C2N1C=CN=C2)C(=O)O.N2=C(C=CC=C2)C2(CC2)C=O